Cl.FC=1C(=C2C=CN=CC2=CC1)CNC1CCC1 N-((6-fluoroisoquinolin-5-yl)methyl)cyclobutan-1-amine hydrochloride